1,3,6-tribromonaphthalene BrC1=CC(=CC2=CC(=CC=C12)Br)Br